6-amino-2-((1R,3R)-1-amino-3-methyl-8-azaspiro[4.5]decan-8-yl)-5-(4-chlorophenyl)-3-methylpyrimidine NC=1C(=CN(C(N1)N1CCC2(C[C@H](C[C@H]2N)C)CC1)C)C1=CC=C(C=C1)Cl